(3R)-7-((S)-4-acryloyl-2-methylpiperazin-1-yl)-9-chloro-3-((1-(2,2-difluoroethyl)piperidin-4-yl)methyl)-10-(2,4-difluorophenyl)-2H-[1,4]thiazino[2,3,4-ij]quinazolin-5(3H)-one C(C=C)(=O)N1C[C@@H](N(CC1)C1=NC(N2C3=C(C(=C(C=C13)Cl)C1=C(C=C(C=C1)F)F)SC[C@H]2CC2CCN(CC2)CC(F)F)=O)C